(2-(((2R,3S,4R,5R)-5-(6-chloro-4-(cyclopentylamino)-1H-pyrazolo[3,4-d]pyrimidin-1-yl)-3,4-dihydroxytetrahydrofuran-2-yl)methoxy)-1-morpholino-propan-2-yl)phosphonic acid ClC1=NC(=C2C(=N1)N(N=C2)[C@H]2[C@@H]([C@@H]([C@H](O2)COC(CN2CCOCC2)(C)P(O)(O)=O)O)O)NC2CCCC2